C1(CC1)C(=C)C1=C(C=2CCCC2C(=C1)F)N 5-(1-cyclopropylvinyl)-7-fluoro-2,3-dihydro-1H-inden-4-amine